4-bromo-5-hydroxyfuro[2,3-c]pyridine-2-carbonitrile BrC1=C2C(=CN=C1O)OC(=C2)C#N